zinc aluminum silicon magnesium chromium [Cr].[Mg].[Si].[Al].[Zn]